C(C)(C)OC1=NC=2N(C=C1C(=O)NC=1C(N(C=CC1)[C@H]1[C@@H](C1)C)=O)C=C(N2)C21COC(C2)(C1)C trans-7-isopropoxy-2-(1-methyl-2-oxabicyclo[2.1.1]hex-4-yl)-N-(1-(2-methylcyclopropyl)-2-oxo-1,2-dihydropyridin-3-yl)imidazo[1,2-a]pyrimidine-6-carboxamide